C(C1=CC=CC=C1)N1CC2=CN=C(C=C2[C@H](C1)C)Cl (4R)-2-benzyl-6-chloro-4-methyl-3,4-dihydro-1H-2,7-naphthyridine